tert-Butyl (R)-4-((tributylsilyl)oxy)-3,4-dihydroisoquinoline-2(1H)-carboxylate C(CCC)[Si](O[C@H]1CN(CC2=CC=CC=C12)C(=O)OC(C)(C)C)(CCCC)CCCC